nitro-thio-nitrogen [N+](=O)([O-])S[N]